CC1=NC=C(C=C1)C 2,5-Dimethylpyridine